1-(4-{5-[2-Cyclopropyl-6-(trifluoromethyl)pyridin-4-yl]-7-[(3-methoxy-2,2-dimethylpropyl)(methyl)amino]-1H-imidazo[4,5-b]pyridin-2-yl}phenyl)piperidin C1(CC1)C1=NC(=CC(=C1)C1=CC(=C2C(=N1)N=C(N2)C2=CC=C(C=C2)N2CCCCC2)N(C)CC(COC)(C)C)C(F)(F)F